2-(pyridin-4-yl)ethane-1-one N1=CC=C(C=C1)CC=O